(2R,4S)-1'-(tert-butyloxycarbonyl)-4-fluoro-[1,3'-bipyrrolidine]-2-carboxylic acid C(C)(C)(C)OC(=O)N1CC(CC1)N1[C@H](C[C@@H](C1)F)C(=O)O